benzyl N-{5-[(2,5-dioxopyrrolidin-1-yl)oxy]-5-oxopentanoyl}-N-methylglycyl-N-methylglycyl-N-methylglycyl-N-methylglycyl-N-methylglycyl-N-methylglycyl-N-methylglycyl-N-methylglycinate O=C1N(C(CC1)=O)OC(CCCC(=O)N(CC(=O)N(CC(=O)N(CC(=O)N(CC(=O)N(CC(=O)N(CC(=O)N(CC(=O)N(CC(=O)OCC1=CC=CC=C1)C)C)C)C)C)C)C)C)=O